ferric (propyl)phosphinate C(CC)P([O-])=O.[Fe+3].C(CC)P([O-])=O.C(CC)P([O-])=O